ethylidene(1-indenyl-2,3,4,5-tetramethyl-1-cyclopentadienyl)titanium C(C)=[Ti]C1(C(=C(C(=C1C)C)C)C)C1C=CC2=CC=CC=C12